ClC1=NC=C(C(=C1)C1=C(C=NC(=C1)C)C(=O)NC=1SC(=NN1)C1CCC(CC1)C(C)(C)O)OC 2'-chloro-N-(5-((1r,4r)-4-(2-hydroxypropan-2-yl)cyclohexyl)-1,3,4-thiadiazol-2-yl)-5'-methoxy-6-methyl-(4,4'-bipyridine)-3-carboxamide